(12R)-acetoxyoleic acid C(C)(=O)OC(C(=O)O)CCCCCC\C=C/CCCCCCCC